(±)-4-(4-(1-Aminoethyl)-8-fluoroquinolin-6-yl)-5-fluoro-N-(1-(methylsulfonyl)piperidin-4-yl)pyrimidin-2-amine N[C@H](C)C1=CC=NC2=C(C=C(C=C12)C1=NC(=NC=C1F)NC1CCN(CC1)S(=O)(=O)C)F |r|